2-[(5-chloro-3-hydroxypyridin-2-yl)methyl]-3-(4-chlorophenyl)-4-fluoro-6-[(1S)-1-hydroxy-1-(1-methylpiperidin-4-yl)propyl]-3-[(3S)-oxolan-3-yloxy]-2,3-dihydro-1H-isoindol-1-one ClC=1C=C(C(=NC1)CN1C(C2=CC(=CC(=C2C1(O[C@@H]1COCC1)C1=CC=C(C=C1)Cl)F)[C@](CC)(C1CCN(CC1)C)O)=O)O